C(C)(C)(C)OC(=O)NCCCC[C@H](NC(=O)N1C=CC2=C1N=CN=C2N(C)[C@H]2CN(CC[C@H]2C)C(CC#N)=O)C(=O)OC methyl N6-(tert-butoxycarbonyl)-N2-(4-(((3R,4R)-1-(2-cyanoacetyl)-4-methylpiperidin-3-yl) (methyl) amino)-7H-pyrrolo[2,3-d]pyrimidine-7-carbonyl)-L-lysinate